(3S,4R)-3-aminooxan-4-ol hydrochloride Cl.N[C@H]1COCC[C@H]1O